BrC1C(OC(=C1Br)OC1C2(CCC(C1)C2(C)C)C)=O 3,4-dibromo-5-bornyloxyfuranone